N1C[C@@H](CCC1)NC(C1=CC=CC=C1)=O N-((R)-piperidin-3-yl)benzamide